The molecule is a 2,6-diaminopimelic acid in which both chiral centres have S configuration. It is a component of bacterial cell wall. It has a role as an Escherichia coli metabolite. It is a conjugate acid of a LL-2,6-diaminopimelate(2-). It is a tautomer of a (2S,6S)-2,6-diaminopimelic acid dizwitterion. C(C[C@@H](C(=O)O)N)C[C@@H](C(=O)O)N